N-(tert-butoxycarbonyl)-O-cyclopropyl-L-threonine C(C)(C)(C)OC(=O)N[C@@H]([C@H](OC1CC1)C)C(=O)O